5-(3-{[(R)-2-hydroxy-1-methylethylamino]carbonyl}-2-amino-1,4,7a-triaza-5-indenyl)-2-[(S)-1-cyclopropylethyl]-7-(trifluoromethyl)-1-isoindolinone OC[C@@H](C)NC(=O)C=1C(=NN2C=CC(=NC12)C=1C=C2CN(C(C2=C(C1)C(F)(F)F)=O)[C@@H](C)C1CC1)N